1-methylene-4-vinylcyclohexane C=C1CCC(CC1)C=C